2,6-diphenylpyrimidin C1(=CC=CC=C1)C1=NC(=CC=N1)C1=CC=CC=C1